CC1(COC1)NC(=O)C=1N=NC=CC1 N-(3-methyl-oxetan-3-yl)pyridazine-3-carboxamide